5-[2-(5-chloro-2-nitrophenyl)-1-hydroxyethylidene]-2,2-dimethyl-1,3-dioxane-4,6-dione ClC=1C=CC(=C(C1)CC(O)=C1C(OC(OC1=O)(C)C)=O)[N+](=O)[O-]